FC(S(=O)(=O)N(C1(CC1)CCCCC(=O)N)COC)F 3-[[1-[difluoromethylsulfonyl(methoxymethyl)amino]cyclopropyl]-ethyl]propionamide